(2R,4R)-4-(4-[3-Cyano-4-methoxypyrazolo[1,5-a]pyridin-6-yl]-5-methylpyrazol-1-yl)-2-methyl-pyrrolidine-1-carbonitrile C(#N)C=1C=NN2C1C(=CC(=C2)C=2C=NN(C2C)[C@@H]2C[C@H](N(C2)C#N)C)OC